CN(CCN(C1=C(C=C(C(=C1)OC)NC1=NC=CC(=N1)C1=CN(C2=CC=CC=C12)CC1=C(C(=CC=C1)O)C=O)NC(C)=O)C)C N-(2-((2-(dimethylamino)ethyl)(methyl)amino)-5-((4-(1-(2-formyl-3-hydroxybenzyl)-1H-indol-3-yl)pyrimidin-2-yl)amino)-4-methoxyphenyl)acetamide